C(C)(C)(C)OC(=O)N1CCN(CC1)CC1=CC2=C(NC(N2C)=O)C=C1 4-((3-methyl-2-oxo-2,3-dihydro-1H-benzo[d]imidazol-5-yl)methyl)piperazine-1-carboxylic acid tert-butyl ester